ClC=1C=C2C=CN(C2=C(C1)C1=C2C(=NC=C1)C=C(S2)CN2C(N(C=C(C2=O)F)C2CC2)=O)CC2(CCNCC2)C#N 4-((5-Chloro-7-(2-((3-Cyclopropyl-5-fluoro-2,6-dioxo-3,6-dihydropyrimidin-1(2H)-yl)methyl)thieno[3,2-b]pyridin-7-yl)-1H-indol-1-yl)methyl)piperidine-4-carbonitrile